o-dinitro-cresol [N+](=O)([O-])C1(C=CC=CC1(C)[N+](=O)[O-])O